(S)-1-bromo-3-fluoro-2-methoxy-5-(1-methoxypropan-2-yl)benzene BrC1=C(C(=CC(=C1)[C@@H](COC)C)F)OC